[C@H]12CC(C[C@H](CC1)N2)C=2C1=C(N=C(N2)OC[C@]23CCCN3C[C@@H](C2)F)CN(CC1)C1=CC=CC2=CC=CC(=C12)CC 4-((1R,3r,5S)-8-azabicyclo[3.2.1]octan-3-yl)-7-(8-ethylnaphthalen-1-yl)-2-(((2R,7aS)-2-fluorotetrahydro-1H-pyrrolizin-7a(5H)-yl)methoxy)-5,6,7,8-tetrahydropyrido[3,4-d]pyrimidine